NC1=C(C=CC=C1NCC1=CC=CC=C1)N1CCN(CC1)C(=O)OC(C)(C)C Tert-Butyl 4-[2-Amino-3-(Benzylamino)Phenyl]Piperazine-1-Carboxylate